FC1=C(C(=C(C(=C1)F)F)F)[N+](=O)[O-] 1,3,4,5-tetrafluoro-2-nitrobenzene